OC(C#CC=1C2=C(C(N(C1)C)=O)NC(=C2C(=O)OCC2=CC=NC=C2)C)(C)C 4-pyridylmethyl 4-(3-hydroxy-3-methyl-but-1-ynyl)-2,6-dimethyl-7-oxo-1H-pyrrolo[2,3-c]pyridine-3-carboxylate